ClC1=CC=C2C(=CNC2=C1C1=NC=CC=C1C)S(=O)(=O)NC1=NC(=C(C(=N1)OC)OC(F)F)OC 6-chloro-N-[5-(difluoromethoxy)-4,6-dimethoxy-pyrimidin-2-yl]-7-(3-methyl-2-pyridyl)-1H-indole-3-sulfonamide